CC=1C=C(C2=C(SC3=C2N=CN=C3N3CC2(COC2)C3)N1)C 6-(7,9-dimethylpyrido[3',2':4,5]thieno[3,2-d]pyrimidin-4-yl)-2-oxa-6-azaspiro[3.3]heptane